ethylene-bis(10-undecenoic acid) aluminum chloride [Al](Cl)(Cl)Cl.C(CC=CCCCCCCCCC(=O)O)C=CCCCCCCCCC(=O)O